C(C)(C)(C)OC(N(CC(F)F)C1=NC(=CC2=C1C(NN=C2CO)=O)C=2C=NN(C2C2=C(C(=CC(=C2C#N)OC2CC2)Cl)F)C)=O tert-butyl(7-(5-(3-chloro-6-cyano-5-cyclopropoxy-2-fluorophenyl)-1-methyl-1H-pyrazol-4-yl)-1-(hydroxymethyl)-4-oxo-3,4-dihydropyrido[3,4-d]pyridazin-5-yl)(2,2-difluoroethyl)carbamate